lithium Erbium Chloride [Cl-].[Er+3].[Li+].[Cl-].[Cl-].[Cl-]